3-((cyclopropylmethyl)amino)-2-fluorobenzoic acid methyl ester COC(C1=C(C(=CC=C1)NCC1CC1)F)=O